C[C@H]1CC[C@@H](N(C1)C(C(=O)N)=O)C1=CC=C2C=CC(=NC2=C1)C1CCN(CC1)C 2-((2R,5S)-5-methyl-2-(2-(1-methylpiperidin-4-yl)quinolin-7-yl)piperidin-1-yl)-2-oxoacetamide